N-(2-((4-(Cyclopropyl(4,4,4-trifluorobutanamido)methyl)pyridin-2-yl)amino)-1-(4,4-difluorocyclohexyl)-2-oxoethyl)-3-ethylisoxazole-4-carboxamide C1(CC1)C(C1=CC(=NC=C1)NC(C(C1CCC(CC1)(F)F)NC(=O)C=1C(=NOC1)CC)=O)NC(CCC(F)(F)F)=O